NC1=C2C(=NC=N1)N(N=C2C2=CC=C(C=C2)CNC(=O)C2=NC1=CC=CC=C1C=C2)C2CCCC2 N-[[4-(4-amino-1-cyclopentyl-pyrazolo[3,4-d]pyrimidin-3-yl)phenyl]methyl]quinoline-2-carboxamide